2-bromoethyl-(2-nitro)styrene BrCCC=CC1=C(C=CC=C1)[N+](=O)[O-]